C(#N)C[C@@H]1N(CCN(C1)C=1C2=C(N=C(N1)OC[C@]13CCCN3C[C@@H](C1)F)C(=C(N=C2)[Sn](CCCC)(CCCC)CCCC)F)C(=O)OC(C)(C)C (S)-tert-butyl 2-(cyanomethyl)-4-(8-fluoro-2-(((2R,7aS)-2-fluorohexahydro-1H-pyrrolizin-7a-yl)methoxy)-7-(tributylstannyl)pyrido[4,3-d]pyrimidin-4-yl)piperazine-1-carboxylate